2-chloroethyl-(E)-2-(3-nitrobenzylidene)-3-oxobutyric acid ClCCCC(\C(\C(=O)O)=C/C1=CC(=CC=C1)[N+](=O)[O-])=O